The molecule is an androstanoid that is androsta-3,5,8,16-tetraene substituted by chloro groups at positions 1, 2, 16 and 19 and oxo groups at positions 7 and 15 (the 1beta,2alpha stereoisomer). It is isolated from burrowing sponge Cliona nigricans and exhibits cytotoxic efficacy. It has a role as a metabolite and an antineoplastic agent. It is a 15-oxo steroid, a 7-oxo steroid, an androstanoid and a chlorinated steroid. C[C@]12CCC3=C([C@@H]1C(=O)C(=C2)Cl)C(=O)C=C4[C@@]3([C@@H]([C@H](C=C4)Cl)Cl)CCl